[2-(3-aza-bicyclo[3.1.0]hex-3-yl)-4-methylpyrimidin-5-yl]methanol C12CN(CC2C1)C1=NC=C(C(=N1)C)CO